2-(4-(4-(7-(5-chloropyrimidin-2-yl)-7-azaspiro[3.5]nonan-2-yl)butoxy)-2-fluorophenyl)acetic acid ClC=1C=NC(=NC1)N1CCC2(CC(C2)CCCCOC2=CC(=C(C=C2)CC(=O)O)F)CC1